5-ethynyl-6-fluoronaphthalen-2-yl dimethylcarbamate formate salt C(=O)O.CN(C(OC1=CC2=CC=C(C(=C2C=C1)C#C)F)=O)C